[Ag].[Ge] germanium-silver